FC1=C(C=CC=2N=CSC21)NC2=NC=NC1=CC(=CC=C21)N2N=CC(=C2)C2CCN(CC2)C(=O)OC(C)(C)C tert-butyl 4-(1-{4-[(7-fluoro-1,3-benzothiazol-6-yl)amino]quinazolin-7-yl}-1H-pyrazol-4-yl)piperidine-1-carboxylate